C1(CCCC1)C#CC=1C=C(C=CC1)B1OC(C(O1)(C)C)(C)C 2-(3-(cyclopentylethynyl)phenyl)-4,4,5,5-tetramethyl-1,3,2-dioxaborolane